FCC1=C(C=CC=C1)C1(CC1)NC(=O)C1=CC=2C(=NC(=CC2)C=2C=NNC2)N1C N-{1-[2-(fluoromethyl)phenyl]cyclopropyl}-1-methyl-6-(1H-pyrazol-4-yl)pyrrolo[2,3-b]pyridine-2-carboxamide